5-[4-[[(2R)-1-ethylazetidin-2-yl]methoxy]-2-methyl-pyrazol-3-yl]-N-(2-methoxypyrimidin-4-yl)pyrazolo[1,5-a]pyridin-2-amine C(C)N1[C@H](CC1)COC1=C(N(N=C1)C)C1=CC=2N(C=C1)N=C(C2)NC2=NC(=NC=C2)OC